isopropyl (S)-2-((S)-3-(1H-indol-3-yl)-2-((tetrahydro-2H-pyran-4-yl)oxy)propanamido)-6-diazo-5-oxohexanoate N1C=C(C2=CC=CC=C12)C[C@@H](C(=O)N[C@H](C(=O)OC(C)C)CCC(C=[N+]=[N-])=O)OC1CCOCC1